C(CCCCCCCCCC(C)C)OC(CCC1=CC(=C(C(=C1)C(C)(C)C)O)C(C)(C)C)=O.C(CCC)NCCC[Si](OC)(OC)OC N-n-butyl-3-aminopropyl-Trimethoxysilane isotridecyl-3-(3,5-di-tert-butyl-4-hydroxyphenyl)propionate